N1C=NC=C1CN(C=1C=C(C=CC1)N(C(=O)C1=CC=NC=C1)CC(C)C)C N-[3-[1H-imidazol-5-ylmethyl(methyl)amino]phenyl]-N-isobutyl-pyridine-4-carboxamide